FC(OC1=C2CN(CC2=CC=C1)C(=O)OC(C)(C)C)F tert-Butyl 4-(difluoromethoxy)isoindoline-2-carboxylate